C(C)(C)(C)C1=NC(=NO1)C(=O)OCC ethyl 5-(tert-butyl)-1,2,4-oxadiazole-3-carboxylate